(3R*,4S*)-N-hexyl-4-hydroxypyrrolidine-3-carboxamide trifluoroacetate FC(C(=O)O)(F)F.C(CCCCC)NC(=O)[C@@H]1CNC[C@H]1O |o1:16,20|